4-[[[2-[(4,6-dimethoxy-2-pyrimidinyl)oxy]phenyl]methyl]amino]-benzoic acid propyl ester C(CC)OC(C1=CC=C(C=C1)NCC1=C(C=CC=C1)OC1=NC(=CC(=N1)OC)OC)=O